FC=1C=C(C2=C([C@H]3N(C[C@@H](O2)C3)C(=O)C32CCC(CC3)(C2)F)C1)F ((2S,5S)-7,9-difluoro-2,3-dihydro-2,5-methanobenzo[f][1,4]oxazepin-4(5H)-yl)(4-fluorobicyclo[2.2.1]heptan-1-yl)methanone